CC1=NNC(=C1C1=C(C=C(C=C1)CNC)NS(=O)(=O)C1=CC=CC=C1)C N-(2-(3,5-dimethyl-1H-pyrazol-4-yl)-5-((methylamino)methyl)phenyl)benzenesulfonamide